O1C(=CC=C1)N1C(N(C=2N=C(N(C2C1=O)C)SC)C)=O 1-(furan-2-yl)-3,7-dimethyl-8-(methylthio)-1H-purine-2,6(3H,7H)-dione